(R)-1-(3-(3,4-Diphenethoxyphenoxy)-2-hydroxypropyl)guanidin C(CC1=CC=CC=C1)OC=1C=C(OC[C@@H](CNC(=N)N)O)C=CC1OCCC1=CC=CC=C1